ClC1=CNC2=C(C=CC(=C12)Cl)C1=C(C=CC(=C1)S(=O)(=O)N1CCN(CC1)C)S(=O)(=O)N (3,4-dichloro-1H-indol-7-yl)-4-((4-methylpiperazin-1-yl)sulfonyl)benzenesulfonamide